N[Au] monoaminogold